C1(=CC=CC=C1)NC(=O)NC1=CC=C(C=C1)NC(=O)C=1OC=CC1 N-{4-[(phenylcarbamoyl)amino]phenyl}furan-2-carboxamide